ClC1=CC=C(C=C1)NC1=C(NC2=C1C(NCC2)=O)C2=C(C=NC=C2)OC[C@@H]2N(CC2)C(=O)OC(C)(C)C tert-butyl (2R)-2-{[(4-{3-[(4-chlorophenyl)amino]-4-oxo-1H,5H,6H,7H-pyrrolo[3,2-c]pyridin-2-yl}pyridin-3-yl)oxy]methyl}azetidine-1-carboxylate